C1(CC1)C(=O)N1[C@H]2C[C@@H]([C@@H]([C@@H]1C#C)C2)OC(F)(F)F Cyclopropyl((1R,3R,4R,5S)-3-ethynyl-5-(trifluoromethoxy)-2-azabicyclo[2.2.1]heptan-2-yl)methanone